ClC1=C(C(=C(C(=C1[2H])[2H])[2H])[2H])C1=C(C(=C(C=2OC3=C(C21)C(=C(C(=C3[2H])[2H])[2H])[2H])[2H])[2H])[2H] 1-(2-chlorophenyl-3,4,5,6-d4)dibenzo[b,d]furan-2,3,4,6,7,8,9-d7